6-bromo-4-fluoro-5-methoxy-1,3-benzothiazole BrC1=CC2=C(N=CS2)C(=C1OC)F